(2S,4R)-4-((tert-butyldimethylsilyl)oxy)-N-(4-(4-methylthiazol-5-yl)benzyl)pyrrolidine-2-carboxamide [Si](C)(C)(C(C)(C)C)O[C@@H]1C[C@H](NC1)C(=O)NCC1=CC=C(C=C1)C1=C(N=CS1)C